N1C=C(C2=CC=CC=C12)CCC1N(CCC2=CC(=C(C=C12)OC)OC)CCOC 1-(2-(1H-indol-3-yl)ethyl)-6,7-dimethoxy-2-(2-meth-oxyethyl)-1,2,3,4-tetrahydroisoquinoline